2,4-dihydroxythioxanthone OC1=CC=2C(C3=CC=CC=C3SC2C(=C1)O)=O